(2-((6-butoxy-1-(4-(pyrrolidin-1-ylmethyl)benzyl)-1H-pyrazolo[3,4-d]pyrimidin-4-yl)amino)-2-oxoethyl)carbamic acid tert-butyl ester C(C)(C)(C)OC(NCC(=O)NC1=C2C(=NC(=N1)OCCCC)N(N=C2)CC2=CC=C(C=C2)CN2CCCC2)=O